benzyl (R*)-2-(4-(hydroxymethyl)pyrimidin-2-yl)pyrrolidine-1-carboxylate OCC1=NC(=NC=C1)[C@@H]1N(CCC1)C(=O)OCC1=CC=CC=C1 |o1:8|